CN1CCN(CC1)C1=CC(=CC=C1)[N+](=O)[O-] 1-methyl-4-(3-nitro-phenyl)-piperazine